C(C)(C)(C)OC(N[C@@H](C(C1CCCCC1)C1CCCCC1)C(=O)NC=1C=C2CC(CC2=CC1)(N1C(NC(C1)C(F)(F)F)=O)C(C)C)=O ((2S)-1,1-dicyclohexyl-3-((2-isopropyl-2-(2-oxo-4-(trifluoromethyl)imidazolidin-1-yl)-2,3-dihydro-1H-inden-5-yl)amino)-3-oxopropan-2-yl)carbamic acid tert-butyl ester